COC(=O)C1=NC(=NC(=C1)SC)Cl 2-chloro-6-(methylthio)pyrimidine-4-carboxylic acid methyl ester